1-(1-cyclobutyl-3-tosyl-3,6,8,9-tetrahydro-7H-pyrrolo[2,3-c][2,7]naphthyridin-7-yl)ethan-1-one C1(CCC1)C1=CN(C=2N=CC=3CN(CCC3C21)C(C)=O)S(=O)(=O)C2=CC=C(C)C=C2